CC=1C(C2=CC=C(C=C2C(C1C)=O)C)=O 2,3,6-trimethyl-1,4-naphthalenedione